FC=1C(=CC2=CN(N=C2C1)C1OCCCC1)NC(=O)N1CCC=2C1=NC=CC2N2C[C@@H](N(CC2)C(=O)OC(C)(C)C)C tert-butyl (2S)-4-(1-((6-fluoro-2-(tetrahydro-2H-pyran-2-yl)-2H-indazol-5-yl)carbamoyl)-2,3-dihydro-1H-pyrrolo[2,3-b]pyridin-4-yl)-2-methylpiperazine-1-carboxylate